3-[(3-methylimidazol-4-yl)methyl]-1-(2-{[4-(4-methylpiperazin-1-yl)phenyl]amino}-5-[2-(triisopropylsilyl)ethynyl]pyrido[2,3-d]pyrimidin-7-yl)urea CN1C=NC=C1CNC(NC=1C=C(C2=C(N=C(N=C2)NC2=CC=C(C=C2)N2CCN(CC2)C)N1)C#C[Si](C(C)C)(C(C)C)C(C)C)=O